BrN1NC(=CC(=N1)Br)Cl 2,4-dibromo-6-chlorotriazine